ClC=1C=C(C=CC1Cl)C=1N=C(SC1SC(C)C)N1N=C(C(=C1C(=O)O)C1=C(C=CC(=C1)C)OC)C 1-(4-(3,4-dichlorophenyl)-5-(isopropylthio)thiazol-2-yl)-4-(2-methoxy-5-methylphenyl)-3-methyl-1H-pyrazole-5-carboxylic acid